C(C)P(=O)(C)C1=CC2=C(N=C(N=C2N[C@H](C)C=2C(=C(C=CC2)C(C(C)(O)C)(F)F)F)C)C=N1 1-{3-[(1R)-1-({6-[ethyl(methyl)phosphoryl]-2-methylpyrido[3,4-d]pyrimidin-4-yl}amino)ethyl]-2-fluorophenyl}-1,1-difluoro-2-methylpropan-2-ol